COC=1C=CC=C(C1)S(=O)(=O)NC(CCCC)(CCCC)CNC1=CC=CC=C1 5-methoxy-N-(5-((phenylamino)methyl)nonan-5-yl)benzenesulfonamide